COC(=O)C1=CC=C(/C=C/OB(O)O)C=C1 (E)-(4-(methoxycarbonyl)styryl)boric acid